3-(3,3-difluorocyclobutane-1-carbonyl)benzoic acid FC1(CC(C1)C(=O)C=1C=C(C(=O)O)C=CC1)F